BrC1=CC(N(C=C1)C1CCN(CC1)C(CN(C)C)=O)=O 4-bromo-1-(1-(dimethylaminoacetyl)piperidin-4-yl)pyridin-2(1H)-one